COC=1C(=CC2=CN(N=C2C1)C1CCC2(CC(N(C2)C)=O)CC1)C(=O)NC=1C=NN2C1N=CC=C2 6-Methoxy-2-((5s,8s)-2-methyl-3-oxo-2-azaspiro[4.5]decan-8-yl)-N-(pyrazolo[1,5-a]pyrimidin-3-yl)-2H-indazole-5-carboxamide